N(=C=O)CC1=CC=C(C=C1)CN=C=O 1,4-bis-(isocyanatomethyl)benzene